5-(4-cyclopropyl-1H-imidazol-1-yl)-N-(6-(4-isopropyl-4H-1,2,4-triazol-3-yl)pyridin-2-yl)thiophene-3-carboxamide C1(CC1)C=1N=CN(C1)C1=CC(=CS1)C(=O)NC1=NC(=CC=C1)C1=NN=CN1C(C)C